N-(4-(3-(4-(7-methoxyquinolin-4-yl)piperazine-1-carbonyl)piperidine-1-carbonyl)phenyl)acetamide COC1=CC=C2C(=CC=NC2=C1)N1CCN(CC1)C(=O)C1CN(CCC1)C(=O)C1=CC=C(C=C1)NC(C)=O